N-(4,4-Difluoro-pentyl)-2-ethylsulfanyl-4-methyl-6-morpholin-4-yl-pyridine-3-carboxylic acid amide FC(CCCNC(=O)C=1C(=NC(=CC1C)N1CCOCC1)SCC)(C)F